[C@H]12CN(C[C@H](CC1)N2)C2=NC(=NC1=C(C(=C(C=C21)F)C2=CC(=CC1=CC=CC(=C21)C)O)F)OCC21CCCN1CCC2 4-(4-((1R,5S)-3,8-diazabicyclo[3.2.1]octan-3-yl)-6,8-difluoro-2-((tetrahydro-1H-pyrrolizin-7a(5H)-yl)methoxy)quinazolin-7-yl)-5-methylnaphthalen-2-ol